(S)-2-(4-bromophenylsulphonamido)-N-(furan-2-ylmethyl)-3-(1H-indol-3-yl)propanamide BrC1=CC=C(C=C1)S(=O)(=O)N[C@H](C(=O)NCC=1OC=CC1)CC1=CNC2=CC=CC=C12